4-(4-chlorophenyl)-N-(1-(2-fluoroethyl)piperidin-3-yl)phthalazin-1-amine ClC1=CC=C(C=C1)C1=NN=C(C2=CC=CC=C12)NC1CN(CCC1)CCF